3-benzyl-6-(4-trifluoromethylbenzyl)-1,2,3,4-tetrahydropyrido[3,4-e]pyrrolo[1,2-a]pyrimidine-5(6H)-one C(C1=CC=CC=C1)N1CC=2C(N(C=3N(C2CC1)C=CC3)CC3=CC=C(C=C3)C(F)(F)F)=O